C(C)OC(=O)[C@@]12CCC(N2C[C@H](C1)O)=O |r| rac-(2s,7ar)-2-hydroxy-5-oxohexahydro-1H-pyrrolizine-7a-carboxylic acid ethyl ester